2-(pyrazin-2-yl)but-3-yn-2-ol nonacosan-1-yl-pentatriacontanoate C(CCCCCCCCCCCCCCCCCCCCCCCCCCCC)C(C(=O)OC(C)(C#C)C1=NC=CN=C1)CCCCCCCCCCCCCCCCCCCCCCCCCCCCCCCCC